FC1=C(C(=CC=C1F)F)CCC (2,3,6-trifluorophenyl)propane